[Cl-].OCC[N+](C)(C)C (2-hydroxyethyl)-trimethyl-ammonium chloride